FC=1C(=C(C(=CC1)C(C)C)NC(=O)N=[S@@](=O)(N)C=1C=NN2C1OCCC2)C(C)C (S)-N'-((3-fluoro-2,6-diisopropylphenyl)carbamoyl)-6,7-dihydro-5H-pyrazolo[5,1-b][1,3]oxazine-3-sulfonimidamide